tert-butyl (S)-(2-(4-(5-(3-cyano-6-(2-hydroxy-2-methylpropoxy)pyrazolo[1,5-a]pyridin-4-yl)pyridin-2-yl)piperazine-1-carbonyl)-4-methylpentyl)carbamate C(#N)C=1C=NN2C1C(=CC(=C2)OCC(C)(C)O)C=2C=CC(=NC2)N2CCN(CC2)C(=O)[C@H](CNC(OC(C)(C)C)=O)CC(C)C